2-(3-azabicyclo[3.1.0]hexane-3-yl-6-methylpyrimidin-4-yl)-4-bromo-2-{spiro[2.5]oct-5-en-6-yl}benzamide benzyl-(1-(tert-butyl)-3-((1s,3s)-3-hydroxycyclobutyl)-1H-pyrazol-5-yl)carbamate C(C1=CC=CC=C1)N(C(O)=O)C1=CC(=NN1C(C)(C)C)C1CC(C1)O.C12CN(CC2C1)C1=NC(=CC(=N1)C1(C(C(=O)N)C=CC(=C1)Br)C1=CCC2(CC2)CC1)C